FC1=C(C=CC(=C1F)OC)C1=CN=C2N1C=CN=C2NC2=CC(=C(C(=O)NCCCCCC(=O)N1C[C@H](NCC1)CO)C=C2)CC 4-[[3-(2,3-difluoro-4-methoxy-phenyl)imidazo[1,2-a]pyrazin-8-yl]amino]-2-ethyl-N-[6-[(3S)-3-(hydroxymethyl)piperazin-1-yl]-6-oxo-hexyl]benzamide